4-anilino-2-chloro-5-methyl-aniline Ethyl-2-(4-isopropoxyphenyl)-2-oxoacetate C(C)OC(C(=O)C1=CC=C(C=C1)OC(C)C)=O.N(C1=CC=CC=C1)C1=CC(=C(N)C=C1C)Cl